CN(C(\C=C\CN1C[C@@H](CCC1)OC1=NC=C(C=C1)\C(=C(\CC(F)(F)F)/C1=CC=C(C=C1)F)\C=1C=C2C(=NNC2=CC1)F)=O)C (E)-N,N-Dimethyl-4-((R)-3-((5-((Z)-4,4,4-trifluoro-1-(3-fluoro-1H-indazol-5-yl)-2-(4-fluorophenyl)but-1-en-1-yl)pyridin-2-yl)oxy)piperidin-1-yl)but-2-enamide